C(CCCCCCCCCCCCCCCCCCCCC)OC=1C=C(CO)C=C(C1)OCCCCCCCCCCCCCCCCCCCCCC 3,5-di(behenyloxy)benzyl alcohol